(S)-4-Benzyl-N-(5-methyl-4-oxo-7-(7-oxa-2-azaspiro[3.5]nonan-2-yl)-2,3,4,5-tetrahydrobenzo[b][1,4]oxazepin-3-yl)-1H-pyrazol-1-carboxamid C(C1=CC=CC=C1)C=1C=NN(C1)C(=O)N[C@@H]1C(N(C2=C(OC1)C=CC(=C2)N2CC1(C2)CCOCC1)C)=O